2-(6-(((1S,3S)-3-((2H-tetrazol-5-yl)amino)cyclopentyl)amino)pyridin-3-yl)pyridazin N=1NN=NC1N[C@@H]1C[C@H](CC1)NC1=CC=C(C=N1)N1NC=CC=C1